NC1=CC(=C(C=C1)N1CCC(CC1)(O)COC)CN(C)C 1-(4-amino-2-((dimethylamino)methyl)phenyl)-4-(methoxymethyl)piperidin-4-ol